FC(OC1=C(C=CC=C1)CC(=O)NC1=CC(=C(C=C1)N1N=CC(=C1)F)S(N)(=O)=O)F 2-[2-(difluoromethoxy)phenyl]-N-[4-(4-fluoro-1H-pyrazol-1-yl)-3-sulfamoylphenyl]acetamide